FC=1C=C(CNC(=O)[C@@]2(C(N(CC2)C=2C=C3C4(C(NC3=CC2)=O)CCCC4)=O)O)C=C(C1)F (S)-N-(3,5-difluorobenzyl)-3-hydroxy-2-oxo-1-(2'-oxospiro[cyclopentane-1,3'-indoline]-5'-yl)pyrrolidine-3-carboxamide